4-((S)-5-((S)-1-(4-fluorobenzamido)-2-phenylethyl)-2-oxooxazolidin-3-yl)benzene-1-sulfonyl chloride FC1=CC=C(C(=O)N[C@@H](CC2=CC=CC=C2)[C@@H]2CN(C(O2)=O)C2=CC=C(C=C2)S(=O)(=O)Cl)C=C1